C(C)(C)(C)OC(N[C@H]1CN(CCC1)CC1=CC2=NC=CC(=C2S1)SCl)=O (R)-(1-((7-Chlorothiothieno[3,2-b]pyridin-2-yl)methyl)piperidin-3-yl)carbamic acid tert-butyl ester